tert-butyl (Z)-2-(3-(cyclohexyloxy)-6-(2-fluoro-2-(1-(pyridazin-4-yl)-1H-pyrazol-3-yl)vinyl)-2-(trifluoromethyl)phenyl)-2,9-diazaspiro[5.5]undecane-9-carboxylate C1(CCCCC1)OC=1C(=C(C(=CC1)\C=C(\C1=NN(C=C1)C1=CN=NC=C1)/F)N1CC2(CCC1)CCN(CC2)C(=O)OC(C)(C)C)C(F)(F)F